2-methyl-L-alanine CC(N)(C)C(=O)O